N-Ethyl-3-phenylbicyclo[2.2.1]heptan-2-amine C(C)NC1C2CCC(C1C1=CC=CC=C1)C2